C(C)C=1N=C(SC1C=1NC=C(N1)C(F)(F)F)Cl ethyl-2-chloro-5-[4-(trifluoromethyl)-1H-imidazol-2-yl]thiazole